C1(CCCCCC1)CC(=O)OC[C@H]1O[C@@]([C@@H]([C@@H]1O)O)(C#N)C1=CC=C2C(=NC=NN21)N ((2R,3S,4R,5R)-5-(4-aminopyrrolo[2,1-f][1,2,4]triazin-7-yl)-5-cyano-3,4-dihydroxytetrahydrofuran-2-yl)methyl 2-cycloheptylacetate